C(C)(C)(C)OC(=O)N1C(=C(C2=CC(=CC(=C12)F)F)C1CC(C1)C#N)C1=CC=C(C=C1)F 3-(3-cyanocyclobutyl)-5,7-difluoro-2-(4-fluorophenyl)indole-1-carboxylic acid tert-butyl ester